C1(CC1)N1N=CC(=C1CO[C@@H]1[C@@H]2CN([C@H](C1)C2)C=2SC1=C(N2)C(=CC(=C1)C(=O)OC)C1CCOCC1)C1=C(C=CC=C1Cl)Cl |&1:10| methyl 2-[(1S,4S,SR)-5-[[1-cyclopropyl-4-(2,6-dichlorophenyl)-1H-pyrazol-5-yl]methoxy]-2-azabicyclo[2.2.1]heptan-2-yl]-4-(oxan-4-yl)-1,3-benzothiazole-6-carboxylate